(Z)-(3-fluoro-4-(phenylsulfonyl) but-2-en-1-yl) carbamate C(N)(OC\C=C(\CS(=O)(=O)C1=CC=CC=C1)/F)=O